2-(((2-azidoethoxy)carbonyl)amino)ethyl methacrylate C(C(=C)C)(=O)OCCNC(=O)OCCN=[N+]=[N-]